C1(CCCCC1)N1C=C(C2=C1N=CN=C2N2[C@H](CNCC2)C)C2CC2 (S)-7-Cyclohexyl-5-cyclopropyl-4-(2-methylpiperazin-1-yl)-7H-pyrrolo[2,3-d]pyrimidine